3-{3-[(4-chlorophenyl)methoxy]-4-(2,2,2-trifluoroethanesulfonamido)phenyl}-5-{[5-(trifluoromethyl)pyrazin-2-yl]amino}-1H-pyrazole-4-carboxamide ClC1=CC=C(C=C1)COC=1C=C(C=CC1NS(=O)(=O)CC(F)(F)F)C1=NNC(=C1C(=O)N)NC1=NC=C(N=C1)C(F)(F)F